2-(2-bromo-4-fluorophenyl)-2-oxoacetic acid BrC1=C(C=CC(=C1)F)C(C(=O)O)=O